(1S,2R)-2-(Toluene-4-sulfonyl)-cyclopentanecarboxylic acid (4-chloro-benzyl)-((1R,3S)-3-cyano-cyclopentyl)-amide ClC1=CC=C(CN(C(=O)[C@H]2[C@@H](CCC2)S(=O)(=O)C2=CC=C(C)C=C2)[C@H]2C[C@H](CC2)C#N)C=C1